2-acetamido-4-bromo-N,N-dimethylbenzamide C(C)(=O)NC1=C(C(=O)N(C)C)C=CC(=C1)Br